(R)-5-(tert-butyl)-N-(8-(2-((1,3-dimethyl-1H-pyrazol-4-yl)amino)pyrimidin-4-yl)-2-(2-hydroxyethyl)-2,3,4,5-tetrahydro-1H-benzo[c]azepin-5-yl)-1,2,4-oxadiazole-3-carboxamide C(C)(C)(C)C1=NC(=NO1)C(=O)N[C@H]1C2=C(CN(CC1)CCO)C=C(C=C2)C2=NC(=NC=C2)NC=2C(=NN(C2)C)C